FC1=CC=2C3=C(C(=NC2C=C1)C)C(N(C3=O)C3=CC=NC=C3)=O 8-fluoro-4-methyl-2-(pyridin-4-yl)-1H,2H,3H-pyrrolo[3,4-c]quinoline-1,3-dione